N-(2-(4-aminopiperidin-1-yl)-4-(4-cyanopyridin-3-yl)phenyl)-1-(2,6-difluorophenyl)-6-oxo-1,6-dihydropyridazine-3-carboxamide NC1CCN(CC1)C1=C(C=CC(=C1)C=1C=NC=CC1C#N)NC(=O)C1=NN(C(C=C1)=O)C1=C(C=CC=C1F)F